NC1=NC=2C=C(C(=CC2C2=C1[C@H](OC2)C)C(=O)N([C@H](C)C2=CC1=C(N=C(S1)C)C=C2)C21CC(C2)C1)F (R)-4-amino-N-(bicyclo[1.1.1]pent-1-yl)-7-fluoro-3-methyl-N-((R)-1-(2-methylbenzo[d]thiazol-6-yl)ethyl)-1,3-dihydrofuro[3,4-c]quinoline-8-carboxamide